N-(4-chloro-5-cyano-2-(hydroxymethyl)phenyl)pivaloamide ClC1=CC(=C(C=C1C#N)NC(C(C)(C)C)=O)CO